C1(CC1)S(=O)(=O)N1N=CC(=C1)C1=NC=CC(=N1)NC1=CC(=C(C=N1)C#CCCCCC1N(CCOC1)C(=O)N)NC(C)C (6-(6-((2-(1-(cyclopropylsulfonyl)-1H-pyrazol-4-yl)pyrimidin-4-yl)amino)-4-(isopropylamino)pyridin-3-yl)hex-5-yn-1-yl)morpholine-4-carboxamide